O[C@H](C)C1=CC2=C(N=C(N=C2)NC2=CC=C(C=N2)N2C(CNCCC2)=O)C(=N1)N1CCCCC1 1-[6-[[6-[(1R)-1-hydroxyethyl]-8-piperidin-1-ylpyrido[3,4-d]pyrimidin-2-yl]amino]pyridin-3-yl]-1,4-diazepan-2-one